2-(1-aminocyclopropyl)ethane-1-ol hydrochloride Cl.NC1(CC1)CCO